FC1=C(C#N)C=C(C(=C1)OC1=C(C=CC=C1)COC=1C=C2N(C(N1)=O)CC13N2CC(C1)C3)C(F)(F)F 2-fluoro-4-((((1-oxo-7,8-dihydro-1H,6H,9H-7,8a-methanopyrrolo[1',2':3,4]imidazo[1,2-c]pyrimidin-3-yl)oxy)methyl)phenoxy)-5-(trifluoromethyl)benzonitrile